yttrium (III) tris(2,2,6,6-tetramethyl-3,5-heptanediol) CC(C)(C(CC(C(C)(C)C)O)O)C.CC(C)(C(CC(C(C)(C)C)O)O)C.CC(C)(C(CC(C(C)(C)C)O)O)C.[Y+3]